C(CC1=CC=CC=C1)N1N=C2C(N=C(C=C2)C(=O)OC)=C1 methyl 2-phenethyl-2H-pyrazolo[4,3-b]pyridine-5-carboxylate